OC1=C(C(=O)C2=CC=CC(=C2)Cl)C=CC=C1 2-hydroxy-5'-chlorobenzophenone